2-(p-methoxyphenyl)ethene COC1=CC=C(C=C1)C=C